2-(((1R,3S)-3-(7-methoxy-[1,2,4]triazolo[4,3-a]pyridin-3-yl)cyclohexyl)amino)-4-((3-methyloxetan-3-yl)oxy)pyrimidine-5-carbonitrile COC1=CC=2N(C=C1)C(=NN2)[C@@H]2C[C@@H](CCC2)NC2=NC=C(C(=N2)OC2(COC2)C)C#N